2-[4-cyclopropyl-2-fluoro-6-(2,2,2-trifluoroethyl)phenyl]-6-ethoxy-2,5-dihydro-4H-pyrazolo[3,4-d]pyrimidin-4-one C1(CC1)C1=CC(=C(C(=C1)CC(F)(F)F)N1N=C2N=C(NC(C2=C1)=O)OCC)F